3-[[4-[(4-tert-Butylphenyl)methoxy]-6-(2,6-dimethylphenyl)pyrimidin-2-yl]sulfamoyl]benzoic acid C(C)(C)(C)C1=CC=C(C=C1)COC1=NC(=NC(=C1)C1=C(C=CC=C1C)C)NS(=O)(=O)C=1C=C(C(=O)O)C=CC1